(S)-2-(3-Cyclopropyl-1-isopropyl-4-oxo-1,4-dihydro-5H-pyrazolo[3,4-d]pyridazin-5-yl)-N-(1-(2-fluoro-4-methylphenyl)ethyl)acetamid C1(CC1)C1=NN(C=2C=NN(C(C21)=O)CC(=O)N[C@@H](C)C2=C(C=C(C=C2)C)F)C(C)C